2-(5-((2-aminopyrimidin-5-yl)ethynyl)pyridin-3-yl)-7-Phenyl-2,5,6,7-tetrahydro-3H-pyrrolo[2,1-c][1,2,4]triazol-3-one NC1=NC=C(C=N1)C#CC=1C=C(C=NC1)N1N=C2N(C1=O)CCC2C2=CC=CC=C2